5-(3-(((2R,6S)-2,6-dimethyltetrahydro-2H-pyran-4-yl)sulfonyl)-5-morpholinophenyl)pyrimidin-2-amine C[C@H]1O[C@H](CC(C1)S(=O)(=O)C=1C=C(C=C(C1)N1CCOCC1)C=1C=NC(=NC1)N)C